2-(6-(4-(1'-(4-chloro-3-fluorophenyl)-3-(methoxymethyl)-1',2'-dihydrospiro[cyclobutane-1,3'-pyrrolo[3,2-b]pyridine]-5'-carbonyl)-3,3-dimethylpiperazin-1-yl)pyridin-3-yl)acetic acid ClC1=C(C=C(C=C1)N1CC2(C3=NC(=CC=C31)C(=O)N3C(CN(CC3)C3=CC=C(C=N3)CC(=O)O)(C)C)CC(C2)COC)F